1,5-Di-n-butyl-3-isobutyl-4-hydroxy-pyrazole C(CCC)N1N=C(C(=C1CCCC)O)CC(C)C